(R)-2-hydroxy-3-methyl-1-(4-(5-(7-(1-methyl-1H-pyrazol-4-yl)quinazolin-5-yl)pyridin-2-yl)piperazin-1-yl)butan-1-one O[C@@H](C(=O)N1CCN(CC1)C1=NC=C(C=C1)C1=C2C=NC=NC2=CC(=C1)C=1C=NN(C1)C)C(C)C